ethyl 2-(4-((tert-butoxy carbonyl)amino)phenyl)nicotinate C(C)(C)(C)OC(=O)NC1=CC=C(C=C1)C1=C(C(=O)OCC)C=CC=N1